2-bromo-4-methyl-6-((trimethylsilyl)ethynyl)aniline BrC1=C(N)C(=CC(=C1)C)C#C[Si](C)(C)C